CN1CCN(CC1)C(=O)O[C@H]1/C=C/[C@@H]([C@H](OC(C[C@@H](CC[C@@H]1C)O)=O)/C(=C/C1=CC(=C(C=C1)S(NC1CC1)(=O)=O)F)/C)C [(2S,3S,4E,6R,7S,10R)-2-[(E)-1-[4-(cyclopropylsulfamoyl)-3-fluorophenyl]prop-1-en-2-yl]-10-hydroxy-3,7-dimethyl-12-oxo-1-oxacyclododec-4-en-6-yl] 4-methylpiperazine-1-carboxylate